bislauroyl glutamate N[C@@H](CCC(=O)OC(CCCCCCCCCCC)=O)C(=O)OC(CCCCCCCCCCC)=O